1-(2-chloro-6,7-dimethoxyquinazolin-4-yl)-N3-(4-(2-(pyrrolidin-1-yl)ethoxy)phenyl)-1H-1,2,4-triazole-3,5-diamine ClC1=NC2=CC(=C(C=C2C(=N1)N1N=C(N=C1N)NC1=CC=C(C=C1)OCCN1CCCC1)OC)OC